octafluoro-1,4-pentadiene FC(=C(C(C(=C(F)F)F)(F)F)F)F